24-cholestadienol C=C(C)C(=CC[C@@H](C)[C@H]1CC[C@H]2[C@@H]3CCC4CCCC[C@]4(C)[C@H]3CC[C@]12C)O